[Mn].[Si] Silicon manganese